C(C)OC(=O)C1=C(N=C2N1N=C(C=C2)C)C2=CC=CC=C2.C(C)C2=NC1=CC=C(C=C1NC2=O)CN2CCN(CC2)C=2C=CC(=NC2C(F)F)C(=O)NC([2H])([2H])[2H] 5-(4-((2-ethyl-3-oxo-4H-quinoxalin-6-yl)methyl)piperazin-1-yl)-N-(methyl-d3)-6-(difluoromethyl)pyridine-2-carboxamide Ethyl-6-methyl-2-phenylimidazo[1,2-b]pyridazine-3-carboxylate